pyridinyl-cholesterol N1=C(C=CC=C1)CC(C)CCC[C@@H](C)[C@H]1CC[C@H]2[C@@H]3CC=C4C[C@@H](O)CC[C@]4(C)[C@H]3CC[C@]12C